(R)-1-(2,5-dichloro-thiophen-3-yl)ethyl (1-methyl-4-(6-methyl-5-(methyl-sulfonamido)pyridin-2-yl)-1H-1,2,3-triazol-5-yl)carbamate CN1N=NC(=C1NC(O[C@H](C)C1=C(SC(=C1)Cl)Cl)=O)C1=NC(=C(C=C1)NS(=O)(=O)C)C